S1C=2N(C=C1)C=C(N2)CC(=O)NC=2SC=C(N2)C2=C(NC1=CC=C(C=C21)[N+](=O)[O-])C 2-(imidazo[2,1-b]thiazol-6-yl)-N-[4-(2-methyl-5-nitro-1H-indol-3-yl)thiazol-2-yl]acetamide